1-(2-aminothiazol-5-yl)ethanone NC=1SC(=CN1)C(C)=O